ethyl 6-benzylsulfanyl-8-chloro-imidazo[1,2-a]pyridine-3-carboxylate C(C1=CC=CC=C1)SC=1C=C(C=2N(C1)C(=CN2)C(=O)OCC)Cl